ClC=1C=C2C=NN(C2=C(C1)C(=O)O)CC=1C=NC(=NC1)C1=CC=C(C=C1)OC 5-chloro-1-((2-(4-methoxyphenyl)pyrimidin-5-yl)methyl)-1H-indazole-7-carboxylic acid